N1N=C(N=C1)C1=CC=CC=C1C(=O)C1=CC=CC=C1 1,2,4-Triazolebenzophenone